decyl (tert-butoxycarbonyl)-L-phenylalaninate C(C)(C)(C)OC(=O)N[C@@H](CC1=CC=CC=C1)C(=O)OCCCCCCCCCC